1,5-Naphthalenedisulphonic acid C1(=CC=CC=2C(=CC=CC12)S(=O)(=O)O)S(=O)(=O)O